2-(2,4-dihydroxy-5-(2,4-dihydroxyphenylcarbonyl)phenyl)benzotriazole OC1=C(C=C(C(=C1)O)C(=O)C1=C(C=C(C=C1)O)O)N1N=C2C(=N1)C=CC=C2